S1C2=C(C=C1)C=C1C=C3C(=CC4=C3SC=C4)C=C12 s-indaceno[1,2-b:5,6-b']Dithiophene